O1C(C1)CN1C(C2=CC=CC=C2C1=O)=O 2-(oxiran-2-yl-methyl)isoindoline-1,3-dione